(S)-3,3,3-trifluoropropane-1,2-diamine hydrochloride Cl.FC([C@H](CN)N)(F)F